C(C)(C)N1CCC(CC1)C1=CC=C(C(=O)NC2=CC(=C(C=C2)C)NC2=NC=CC(=N2)C=2C=NC=CC2)C=C1 4-(1-Isopropyl-piperidin-4-yl)-N-[4-methyl-3-(4-pyridin-3-yl-pyrimidin-2-ylamino)-phenyl]-benzamide